N-(4-amino-2-fluorophenyl)-4,4-difluorocyclohexanecarboxamide NC1=CC(=C(C=C1)NC(=O)C1CCC(CC1)(F)F)F